NC1=CC(=NN1C(C)(C)C)[C@@H]1C[C@@H](CC1)N(C([O-])=O)C(C)C (1R,3S)-3-(5-amino-1-(tert-butyl)-1H-pyrazol-3-yl)cyclopentylisopropylcarbamate